C(CCCCCC)C=1NC2=CC=CC=C2C(C1C=O)=O 2-HEPTYL-1,4-DIHYDRO-4-OXO-3-QUINOLINECARBOXALDEHYDE